1-(2,4-Dimethoxybenzyl)-5-oxo-4-(3,4,5-trifluorobenzyl)pyrrolidine-3-carboxylic acid COC1=C(CN2CC(C(C2=O)CC2=CC(=C(C(=C2)F)F)F)C(=O)O)C=CC(=C1)OC